C(#N)C=1C=CC(=NC1)COC1=CC=CC(=N1)N1CCN(CC1)C(=O)OC(C)(C)C tert-butyl 4-(6-((5-cyanopyridin-2-yl)methoxy)pyridin-2-yl)piperazin-1-carboxylate